3-(trifluoromethyl)-5a,6,8,9-tetrahydrofuro[3,2-b]pyrazino[1,2-d][1,4]oxazin FC(C1=COC2=C1OCC1N2CCNC1)(F)F